1,3-Bis(3-aminophenyl)benzene NC=1C=C(C=CC1)C1=CC(=CC=C1)C1=CC(=CC=C1)N